Cl.C1(=CC=CC=C1)CC(=O)OCCN(CC)CC Diethylaminoethyl phenylacetate hydrochloride